N,N-dimethyloctacosan-19,22-dien-9-amine CN(C(CCCCCCCC)CCCCCCCCCC=CCC=CCCCCC)C